tert-butyl((1-((3-amino-4-methoxy-1H-indazol-6-yl) methyl)-1H-pyrazol-4-yl) methyl) carbamate C(N)(OC(C=1C=NN(C1)CC1=CC(=C2C(=NNC2=C1)N)OC)C(C)(C)C)=O